ClC=1C=C(CNC2=NC(=NC=C2C(=O)OCC)S(=O)(=O)C)C=CC1OC 4-(3-chloro-4-methoxybenzylamino)-5-ethoxycarbonyl-2-methylsulfonyl-pyrimidine